CO[C@H]1[C@@H](COC1)N |r| trans-(±)-4-methoxytetrahydrofuran-3-amine